NC1=CC=CC(=N1)CC1=CC=C2[C@](NC(NC2=C1)=O)(C(F)(F)F)C#CC1CC1 (S)-7-((6-aminopyridin-2-yl)methyl)-4-(cyclopropylethynyl)-4-(trifluoromethyl)-3,4-dihydroquinazolin-2(1H)-one